6-cyclopropyl-2-[5-[[dimethyl(oxo)-λ6-sulfanylidene]amino]-3-ethylsulfonyl-2-pyridyl]-7-(trifluoro-methyl)imidazo[1,2-c]pyrimidin-5-one C1(CC1)N1C(N2C(C=C1C(F)(F)F)=NC(=C2)C2=NC=C(C=C2S(=O)(=O)CC)N=S(=O)(C)C)=O